5-(4-nitro-1H-pyrazol-1-yl)-2-{6-[(2,2,6,6-tetramethylpiperidin-4-yl)oxy]pyridazin-3-yl}phenol [N+](=O)([O-])C=1C=NN(C1)C=1C=CC(=C(C1)O)C=1N=NC(=CC1)OC1CC(NC(C1)(C)C)(C)C